tert-butyl 4-(3-methoxy-5-nitropyridin-2-yl)-2-(trifluoromethyl)piperazine-1-carboxylate COC=1C(=NC=C(C1)[N+](=O)[O-])N1CC(N(CC1)C(=O)OC(C)(C)C)C(F)(F)F